C(#N)C1=CC#CC=C1 4-Cyanobenzyn